CC1(CN(C2=CC=C(C=C12)Br)C(CCCCCCCCCCCCCCCCC)=O)CCC#N 3-(3-methyl-1-octadecanoyl-5-bromoindolin-3-yl)propionitrile